C(CC(O)(C(=O)OCC)CC(=O)OCC)(=O)OCC Triethyl Citrat